(1-{(S)-2-[(S)-3-Isobutyl-2-oxo-1-piperazinyl]-4-methylvaleryl}-4-piperidyloxy)acetamide C(C(C)C)[C@H]1C(N(CCN1)[C@H](C(=O)N1CCC(CC1)OCC(=O)N)CC(C)C)=O